C(#N)C(C(=O)N1CCN(C2=CC=C(C=C12)OC)C(=O)OC(C)(C)C)=CC1=CC=C(C=C1)OC tert-butyl 4-[2-cyano-3-(4-methoxyphenyl)-1-oxoprop-2-enyl]-6-methoxy-1,2,3,4-tetrahydroquinoxaline-1-carboxylate